C1[C@@H]([C@H](O[C@H]1N2C=CC(=O)NC2=O)COP(=O)([O-])[O-])O The molecule is a 2'-deoxyribonucleoside 5'-monophosphate(2-) obtained by deprotonation of the phosphate OH groups of 2'-deoxyuridine 5'-monophosphate (dUMP); major species at pH 7.3. It has a role as a human metabolite and a Saccharomyces cerevisiae metabolite. It is a 2'-deoxynucleoside 5'-monophosphate(2-) and a pyrimidine 2'-deoxyribonucleoside 5'-phosphate(2-). It is a conjugate base of a dUMP.